FC(CN1[C@H](CCC1)COC1=CC2=C(CC(O2)(C)C)C=C1NC(=O)C=1C=NN2C1N=CC=C2)F (R)-N-(6-((1-(2,2-difluoroethyl)pyrrolidin-2-yl)methoxy)-2,2-dimethyl-2,3-dihydrobenzofuran-5-yl)pyrazolo[1,5-a]pyrimidine-3-carboxamide